ClC=1C(N(C=C(C1C)C=1NC2=CC=C(C=C2C1C(C)C)C1CCN(CC1)C(C)C)C)=O 3-chloro-5-(3-isopropyl-5-(1-isopropylpiperidin-4-yl)-1H-indol-2-yl)-1,4-dimethylpyridin-2(1H)-one